N(=C=O)C(C)(C)C1=CC=C(C=C1)C(C)(C)N=C=O 1,4-Bis-(2-isocyanato-prop-2-yl)-benzol